C1(CCC1)C1=CC=2N(C=C1F)C(=CN2)C2=CC(=C(C(=O)NC1CC1)C(=C2)OC)OC(F)F 4-(7-cyclobutyl-6-fluoro-imidazo[1,2-a]pyridin-3-yl)-N-cyclopropyl-2-(difluoromethoxy)-6-methoxy-benzamide